ClC1=CC=C(C=C1)CC(CC(C(=O)OCC)=O)=O ethyl 5-(4-chlorophenyl)-2,4-dioxopentanoate